NC1=NC(=C2N=CN(C2=N1)[C@H]1C=C[C@H](C1)COP(=O)(OC1=CC=C(C=C1)Br)N[C@@H](C)C(=O)OC1=CC2=CC=CC=C2C=C1)Cl Naphthalen-2-yl ((((1S,4R)-4-(2-amino-6-chloro-9H-purin-9-yl)cyclopent-2-en-1-yl)methoxy)(4-bromophenoxy)phosphoryl)-L-alaninate